(S)-3-((7-chloro-1-methyl-6-((4-((tetrahydrofuran-3-yl)amino)pyrazolo[1,5-a]pyrazin-3-yl)oxy)-1H-imidazo[4,5-b]pyridin-2-yl)amino)-1-methyl-5-(trifluoromethyl)pyridin-2(1H)-one ClC1=C2C(=NC=C1OC=1C=NN3C1C(=NC=C3)N[C@@H]3COCC3)N=C(N2C)NC=2C(N(C=C(C2)C(F)(F)F)C)=O